((2R,3S,4R,5R)-5-(4-aminopyrrolo[2,1-f][1,2,4]triazin-7-yl)-5-cyano-3,4-dihydroxytetrahydrofuran-2-yl)methyl pentyl carbonate C(OC[C@H]1O[C@@]([C@@H]([C@@H]1O)O)(C#N)C1=CC=C2C(=NC=NN21)N)(OCCCCC)=O